FC(C=1C=C(C=CC1)NC1CC2=CC=C(C=C2C1)NC(C=C)=O)(F)F N-(2-((3-(trifluoromethyl)phenyl)amino)-2,3-dihydro-1H-inden-5-yl)acrylamide